NC=1C=C(OCCOCCOCCOCCOCCOCCOCCOCCOCCOCCOCCOC2=CC=C(C(=O)OC(C)(C)C)C=C2)C=C(C1)Cl tert-butyl 4-[2-[2-[2-[2-[2-[2-[2-[2-[2-[2-[2-(3-amino-5-chloro-phenoxy)ethoxy]ethoxy]ethoxy]ethoxy]ethoxy]ethoxy] ethoxy]ethoxy]ethoxy] ethoxy]ethoxy]benzoate